N-(3-(tert-butyl)-1-phenyl-1H-pyrazol-5-yl)-2-((3-(2,6-dioxopiperidin-3-yl)-1-methyl-1H-indazol-7-yl)oxy)acetamide C(C)(C)(C)C1=NN(C(=C1)NC(COC=1C=CC=C2C(=NN(C12)C)C1C(NC(CC1)=O)=O)=O)C1=CC=CC=C1